5-(1-acetylazetidin-3-yl)-1-amino-6-chloro-3H-indol-2-one C(C)(=O)N1CC(C1)C=1C=C2CC(N(C2=CC1Cl)N)=O